ClC1=CC(=C(C=C1)O)C 4-chloro-methylphenol